BrC(C(=O)[2H])([2H])[2H] 2-bromoacetaldehyde-d3